NC=1C=C2C(C3(C=NC4=C(O3)C(=CC3=CC=CC=C34)N3OC(=CN3)C3=C(C=CC=C3)O)N(C2=CC1)C(C)C)(C)C 5-amino-5'-(5'-(2-hydroxyphenyl)-2-oxadiazolyl)-1-isopropyl-3,3-dimethylspiro[indoline-2,3'-[3H]-naphtho[2,1-b][1,4]oxazine]